1-bromo-2,4-dimethyl-benzene BrC1=C(C=C(C=C1)C)C